di(m-methylphenyl)naphthylphosphine oxide CC=1C=C(C=CC1)P(C1=CC=CC2=CC=CC=C12)(C1=CC(=CC=C1)C)=O